bromo-2-(3-cyclopropyl-1H-pyrazol-4-yl)quinoxaline BrC=1C(=NC2=CC=CC=C2N1)C=1C(=NNC1)C1CC1